C1(CCCCC1)CC1(NC(=NC=C1)NC1=CC=C(C=C1)S(=O)(=O)C)N 4-(cyclohexylmethyl)-N2-(4-(methylsulfonyl)phenyl)pyrimidine-2,4-diamine